1-(tert-butyl) 3-methyl 6-methylpiperidine-1,3-dicarboxylate CC1CCC(CN1C(=O)OC(C)(C)C)C(=O)OC